C(C)(=O)[SiH](N)C(C)=O diacetyl-aminosilane